FC1(CC[C@H]([C@H](C1)NC(OCC1=CC=CC=C1)=O)O)F benzyl N-[(1S,2R)-5,5-difluoro-2-hydroxycyclohexyl]carbamate